C(C)OC(CCC1=NC2=CC=CC=C2C=C1)OCC (3,3-diethoxypropyl)quinoline